C(C=C)(=O)OCCCCCCOC1=CC=C(C=C1)C1=CC=C(C=C1)C#N 6-(4-cyano-biphenyl-4'-yloxy)hexyl acrylate